3-amino-6-(4-((4-methylpiperazin-1-yl)sulfonyl)phenyl)-N-(pyridin-3-yl)pyrazine-2-carboxamide NC=1C(=NC(=CN1)C1=CC=C(C=C1)S(=O)(=O)N1CCN(CC1)C)C(=O)NC=1C=NC=CC1